nitrilopropionic acid N#CCC(=O)O